3-chloropropan-1-one ClCCC=O